4-bromo-10-(2-bromo-5-(9H-carbazol-9-yl)phenyl)-9,9-diphenyl-9,10-dihydroacridine BrC1=CC=CC=2C(C3=CC=CC=C3N(C12)C1=C(C=CC(=C1)N1C2=CC=CC=C2C=2C=CC=CC12)Br)(C1=CC=CC=C1)C1=CC=CC=C1